5-(5-Chloro-2-isopropyl-4-methoxy-benzyl)-N2-phenethyl-pyrimidine-2,4-diamine ClC=1C(=CC(=C(CC=2C(=NC(=NC2)NCCC2=CC=CC=C2)N)C1)C(C)C)OC